2-(3,5-Dimethyl-piperazin-1-yl)-4-methyl-1,7,11b-triaza-benzo[c]fluorene-6-carboxylic acid methylamide CNC(=O)C1=CC2=C(N3C=4C=CC=CC4N=C13)N=C(C=C2C)N2CC(NC(C2)C)C